2-Fluoro-5-phenoxybenzaldehyde FC1=C(C=O)C=C(C=C1)OC1=CC=CC=C1